(6-chloro-4-(4-(hydroxymethyl)-4-methylpiperidin-1-yl)pyridin-3-yl)-2-methylpent-4-yn-2-ol ClC1=CC(=C(C=N1)CC(CC#C)(O)C)N1CCC(CC1)(C)CO